di-tert-butyl 2,2'-(7-((1-(2-(benzyloxy)-2-oxoethyl)piperidin-4-yl)methyl)-1,4,7-triazonane-1,4-diyl)diacetate C(C1=CC=CC=C1)OC(CN1CCC(CC1)CN1CCN(CCN(CC1)CC(=O)OC(C)(C)C)CC(=O)OC(C)(C)C)=O